1-octadecyl-2-(13Z,16Z-docosadienoyl)-glycero-3-phosphoserine CCCCCCCCCCCCCCCCCCOC[C@H](COP(=O)(O)OC[C@@H](C(=O)O)N)OC(=O)CCCCCCCCCCC/C=C\C/C=C\CCCCC